CN(C)C[C@H]1CCC2=NN=C(N21)C2=CC=CC(=N2)NC(=O)C=2C(=NN(C2)C2=NC=CN=C2)OC (R)-N-(6-(5-((dimethylamino)methyl)-6,7-dihydro-5H-pyrrolo[2,1-c][1,2,4]triazol-3-yl)pyridin-2-yl)-3-methoxy-1-(pyrazin-2-yl)-1H-pyrazole-4-carboxamide